P1(=O)(OOCCCCCCCCCC)OOOOOCCO1 decyloxy tetraoxyethylene phosphate